1'-acetyl-N-(4-(chlorodifluoromethoxy)phenyl)-2-oxo-4-(1H-pyrazol-5-yl)spiro[indoline-3,3'-pyrrolidine]-6-carboxamide C(C)(=O)N1CC2(CC1)C(NC1=CC(=CC(=C12)C1=CC=NN1)C(=O)NC1=CC=C(C=C1)OC(F)(F)Cl)=O